2,3-bis((4-methylbenzoyl)oxy)succinic acid CC1=CC=C(C(=O)OC(C(=O)O)C(C(=O)O)OC(C2=CC=C(C=C2)C)=O)C=C1